1-(hydroxymethyl)-4-oxo-5-(2,2,2-trifluoroethoxy)-3,4-Dihydropyridin OCN1CCC(C(=C1)OCC(F)(F)F)=O